phenylselenide C1(=CC=CC=C1)[Se]C1=CC=CC=C1